2-[1-[2-fluoro-4-[[(3S)-2,6-dioxo-3-piperidyl]amino]phenyl]-4-hydroxy-4-piperidyl]acetic acid FC1=C(C=CC(=C1)N[C@@H]1C(NC(CC1)=O)=O)N1CCC(CC1)(O)CC(=O)O